CC12C3C(NC(C3C(C=C1)(O2)C)=O)=O 4,7-dimethyl-3a,7a-dihydro-4,7-epoxyisoindole-1,3-dione